O1C=NC2=C1C=C(C=C2)\C=C\2/N=C(NC2=O)NC2=NC=CC=C2 (4Z)-4-(1,3-Benzoxazol-6-ylmethylene)-2-(2-pyridylamino)-1H-imidazol-5-one